amyl peroxyvalerate C(CCCC)(=O)OOCCCCC